ClC=1C=C(C=NC1)C1=NC(=C2N=CN(C2=N1)[C@H]1[C@@H]([C@@H]([C@H](O1)C(=O)NC([2H])([2H])[2H])O)O)NCCC1=CC=NC=C1 (2s,3s,4r,5r)-5-(2-(5-chloropyridin-3-yl)-6-((2-(pyridin-4-yl)ethyl)amino)-9H-purin-9-yl)-3,4-dihydroxy-N-(methyl-d3)-tetrahydrofuran-2-carboxamide